FC=1C=C(C=CC1F)C=1C=C(C=NC1OC)CC=1C=NC=NC1 5-{[5-(3,4-Difluorophenyl)-6-methoxypyridin-3-yl]methyl}pyrimidine